ClC1=NC=NC(=C1C1=CC=C(C=C1)Cl)Cl 4,6-dichloro-5-(p-chlorophenyl)pyrimidine